1-(4,4-difluorocyclohexyl)-N-(3-(3,3-difluoropyrrolidin-1-yl)cyclobutyl)-3-methyl-1H-thieno[2,3-c]pyrazole-5-carboxamide FC1(CCC(CC1)N1N=C(C2=C1SC(=C2)C(=O)NC2CC(C2)N2CC(CC2)(F)F)C)F